Cl.CN1C2CCC(C1C=1C=CC(=NC1)C1=CC=CC=C1)CC2 2-methyl-3-(2-phenyl-5-pyridyl)-2-azabicyclo[2.2.2]octane hydrochloride